2-((3-chloro-4-fluorophenyl)((5-fluoro-6-methylpyridin-2-yl)amino)methyl)-5-(methoxymethyl)-1H-imidazole ClC=1C=C(C=CC1F)C(C=1NC(=CN1)COC)NC1=NC(=C(C=C1)F)C